CC1=C2C=C3C=CC=CC3=CC2=C(C=C1)C 5,8-dimethylanthracene